[N-]=C=O.CC1=C(C=CC=C1)C1=C(C=CC=C1)C 2,2'-dimethylbiphenyl isocyanate